(4-(2-(4-isobutylphenyl)propionamido)butyl)carbamic acid C(C(C)C)C1=CC=C(C=C1)C(C(=O)NCCCCNC(O)=O)C